C1CCCC=2C3=CC=C(C=C3NC12)C(=O)O 2,3,4,9-tetrahydro-1H-carbazole-7-carboxylic acid